ClCCCCC=1C=C(C=2C3=C(C(OC2C1)(C)C)C=CC(=C3)C)O 3-(4-chlorobutyl)-6,6,9-trimethyl-6H-benzo[c]chromen-1-ol